OC1(CC(C1)NC1=C(C=C(N=N1)C1=C(C=C(C=C1C)C(F)(F)F)O)C(F)(F)F)C 2-(6-((3-hydroxy-3-methylcyclobutyl)amino)-5-(trifluoromethyl)pyridazin-3-yl)-3-methyl-5-(trifluoromethyl)phenol